C(#N)C1=NN(C=C1[C@H]([C@@H](C)C=1N(C(C(=C(N1)C(=O)NC=1C=NOC1)O)=O)C)C1=C(C=CC=C1)C#N)C 2-((1r,2r)-1-(3-cyano-1-methyl-1H-pyrazol-4-yl)-1-(2-cyanophenyl)propan-2-yl)-5-hydroxy-N-(isoxazol-4-yl)-1-methyl-6-oxo-1,6-dihydropyrimidine-4-carboxamide